N1C(=CC2=CC=C3C(=C12)C=CC=C3)C(=O)O benzo[g]indole-2-carboxylic acid